C(CCCC)OC(=O)NC1=NC(N([C@H]2[C@H](O)[C@H](O)[C@@H](C)O2)C=C1F)=O N4-pentyl-oxycarbonyl-5'-deoxy-5-fluorocytidine